N'-((2-fluoro-1-methyl-1,2,3,5,6,7-hexahydro-s-indacen-4-yl)carbamoyl)-6,6-dimethyl-6,7-dihydro-5H-pyrazolo[5,1-b][1,3]oxazine-3-sulfonimidamide FC1C(C2=CC=3CCCC3C(=C2C1)NC(=O)N=S(=O)(N)C=1C=NN2C1OCC(C2)(C)C)C